ClC=1C(=C(C=2CCCC(C2C1)(F)F)C(=O)O)OC 3-chloro-5,5-difluoro-2-methoxy-5,6,7,8-tetrahydro-1-naphthoic acid